C(C)N1CCN(CC1)C1CCN(CC1)C1CCN(CC1)C1=C(C=NC2=CC=C(C=C12)S(=O)C)S(=O)(=O)C1=C(C=C(C=C1)OCCCCCCCCCCCCCC)F 4-(4-(4-ethylpiperazin-1-yl)-[1,4'-bipiperidin]-1'-yl)-3-((2-fluoro-4-(tetradecyloxy)phenyl)sulfonyl)-6-(methylsulfinyl)quinoline